bis-sec-butylamino-bis-trifluoromethyl-silane C(C)(CC)N[Si](C(F)(F)F)(C(F)(F)F)NC(C)CC